C1(=CC(=CC=C1)C(=O)C1=CC(=C(C(=C1)C(C)(C)C)O)C(C)(C)C)C (3,5-di-tert-butyl-4-hydroxyphenyl) (m-tolyl) ketone